BrC1=CC(=C(C=C1)SCC)C 4-Bromo-1-ethylsulfanyl-2-methyl-benzene